NC1=C2C(=NC=N1)N(N=C2I)CC=2C=NC(=NC2)CNC(OC(C)(C)C)=O tert-butyl ((5-((4-amino-3-iodo-1H-pyrazolo[3,4-d]pyrimidin-1-yl)methyl)pyrimidin-2-yl)methyl)carbamate